2-[methyl({4-phenyl-6-[2-(quinolin-7-yl)ethyl]quinolin-2-yl})amino]acetic acid CN(CC(=O)O)C1=NC2=CC=C(C=C2C(=C1)C1=CC=CC=C1)CCC1=CC=C2C=CC=NC2=C1